3-(6-chloro-1-[[2-(trimethylsilyl)ethoxy]methyl]pyrrolo[2,3-b]pyridin-3-yl)-2-(difluoromethoxy)pyridine ClC1=CC=C2C(=N1)N(C=C2C=2C(=NC=CC2)OC(F)F)COCC[Si](C)(C)C